Cl.Cl.S1C2=C(C=C1)C(=CC=C2)N2CC=1C(=C(N=C(C1CC2)N2CCNCC2)N2CCNCC2)C#N 6-(benzo[b]thiophen-4-yl)-1,3-bis(piperazin-1-yl)-5,6,7,8-tetrahydro-2,6-naphthyridine-4-carbonitrile dihydrochloride